2-acetamido-3-O-[(R)-carboxyethyl]-2-deoxy-D-glucose C(C)(=O)N[C@@H](C=O)[C@@H](OCCC(=O)O)[C@H](O)[C@H](O)CO